2-((1-benzylpiperidin-4-yl)methyl)-6-methyl-4-phenylpyridazin-3(2H)-one C(C1=CC=CC=C1)N1CCC(CC1)CN1N=C(C=C(C1=O)C1=CC=CC=C1)C